CCN1CCN(C(=O)C1=O)C(=O)N[C@H](C2=CC=CC=C2)C(=O)N[C@H]3[C@@H]4N(C3=O)[C@H](C(S4)(C)C)C(=O)O The molecule is a penicillin in which the substituent at position 6 of the penam ring is a 2-[(4-ethyl-2,3-dioxopiperazin-1-yl)carboxamido]-2-phenylacetamido group. It has a role as an antibacterial drug. It is a penicillin and a penicillin allergen. It is a conjugate acid of a piperacillin(1-).